7-fluoro-2-methyl-1,2,3,4-tetrahydroquinoxaline FC1=CC=C2NCC(NC2=C1)C